ClC1NC2=CC=CC=C2C(N1C1=C(C=CC=C1)OC1CC1)=O 2-chloro-3-(2-cyclopropoxyphenyl)-2,3-dihydro-quinazolin-4(1H)-one